9-(1-{2-amino-3-[(2-aminoethyl)amino]-2-methyl-3-oxopropyl}azetidin-3-yl)oxy-5,5-dihydroxy-6-oxa-5-boranuidatricyclo[5.4.0.02,4]undeca-1(7),8,10-triene-8-carboxylate NC(CN1CC(C1)OC1=C(C=2O[B-](C3CC3C2C=C1)(O)O)C(=O)[O-])(C(=O)NCCN)C